NC1=C(C=CC(=C1)F)C1=C(C=C(C(=C1)C)C(=O)NC=1C=NC(=C(C1)Cl)N1N=CC=N1)C#C 2'-amino-N-(5-chloro-6-(2H-1,2,3-triazol-2-yl)pyridin-3-yl)-2-ethynyl-4'-fluoro-5-methyl-[1,1'-biphenyl]-4-carboxamide